FC(OC1=C(C(=O)N[C@H]2[C@H](C2)F)C(=CC(=C1)C=1N(N=C2C=C(C=C(C12)OCC1=CC=CC=C1)C=1C=NN(C1)C)C)OC)F 2-(difluoromethoxy)-N-[(1R,2S)-2-fluorocyclopropyl]-6-methoxy-4-[2-methyl-6-(1-methylpyrazol-4-yl)-4-phenylmethoxyindazol-3-yl]benzamide